2-(9-(4-((tert-butyldimethylsilyl)oxy)butyl)-3,9-diazaspiro[5.5]undecan-3-yl)-3-((2-hexyldecanoyl)oxy)propyl palmitate C(CCCCCCCCCCCCCCC)(=O)OCC(COC(C(CCCCCCCC)CCCCCC)=O)N1CCC2(CC1)CCN(CC2)CCCCO[Si](C)(C)C(C)(C)C